4-Vinyl-N,N-dimethylanilin C(=C)C1=CC=C(N(C)C)C=C1